methyl 6-(cyclopropanecarboxamido)-4-((2,5-dimethyl-4,5-dihydro-2H-pyrazolo[4,3-c]quinolin-6-yl)amino)nicotinate C1(CC1)C(=O)NC1=NC=C(C(=O)OC)C(=C1)NC1=CC=CC=2C=3C(CN(C12)C)=CN(N3)C